7-methyl-3'-mesyloxyguanosine 5'-phosphate triethylammonium salt C(C)[NH+](CC)CC.P(=O)([O-])([O-])OC[C@@H]1[C@]([C@H]([C@@H](O1)N1C=[N+](C=2C(=O)NC(N)=NC12)C)O)(O)OS(=O)(=O)C